(S)-6-(((1-methyl-1H-pyrrolo[2,3-b]pyridin-4-yl)(1-(1-(trifluoromethyl)cyclopropyl)-1H-1,2,3-triazol-4-yl)methyl)amino)-4-(neopentylamino)quinoline-3,8-dicarbonitrile CN1C=CC=2C1=NC=CC2[C@@H](C=2N=NN(C2)C2(CC2)C(F)(F)F)NC=2C=C1C(=C(C=NC1=C(C2)C#N)C#N)NCC(C)(C)C